N-(3,3-difluorocyclobutyl)-5-(2-(quinolin-6-yl)-7H-pyrrolo[2,3-d]pyrimidin-5-yl)pyrazolo[1,5-a]pyridine-3-carboxamide FC1(CC(C1)NC(=O)C=1C=NN2C1C=C(C=C2)C2=CNC=1N=C(N=CC12)C=1C=C2C=CC=NC2=CC1)F